N1=CC=CC=2CN(CCC12)C1=C(C=C(C=N1)C(=O)NCC1CCOCC1)C 6-(7,8-dihydro-5H-1,6-naphthyridin-6-yl)-5-methyl-N-(tetrahydropyran-4-ylmethyl)pyridine-3-carboxamide